2-[2-fluoro-4-[(2-fluoro-3-nitrophenyl)methylsulfonyl]phenyl]sulfanyl-5-methoxy-N-(5-methyl-1H-pyrazol-3-yl)-6-morpholin-4-ylpyrimidin-4-amine FC1=C(C=CC(=C1)S(=O)(=O)CC1=C(C(=CC=C1)[N+](=O)[O-])F)SC1=NC(=C(C(=N1)NC1=NNC(=C1)C)OC)N1CCOCC1